(S)-2-(4-(5-(3,5-difluorophenyl)-4,5-dihydro-1H-pyrazole-1-carbonyl)piperazin-1-yl)-N-(2-morpholinoethyl)pyrimidine-4-carboxamide FC=1C=C(C=C(C1)F)[C@@H]1CC=NN1C(=O)N1CCN(CC1)C1=NC=CC(=N1)C(=O)NCCN1CCOCC1